ClC=1C=C(C=CC1)C1CN(CC12CCC2)C(=O)C2=CN=CC(N2)=O 6-(8-(3-chlorophenyl)-6-azaspiro[3.4]octane-6-carbonyl)pyrazin-2(1H)-one